N1=CC(=CC(=C1)C(=O)Cl)C(=O)Cl 3,5-pyridinedicarboxylic acid chloride